C1(=CC=CC=C1)[B-](C1=CC=CC=C1)(C1=CC=CC=C1)C1=CC=CC=C1.C[P+](C)(C)C tetramethyl-phosphonium tetraphenyl-borohydride